1,5-di-azabicyclo[4.3.0]non-5-ene N12CCCN=C2CCC1